C(CCCCCCCCC)OC(C)COC(C)CO dipropylene glycol monodecyl ether